N-(3-((4-([1,1'-biphenyl]-3-yl)-5-chloropyrimidin-2-yl)amino)cyclohexyl)acetamide C1(=CC(=CC=C1)C1=NC(=NC=C1Cl)NC1CC(CCC1)NC(C)=O)C1=CC=CC=C1